N-(5-((2-(2-azabicyclo[2.2.2]octan-2-yl)ethyl)carbamoyl)-2-methylpyridin-3-yl)-2-(6,7-dihydro-5H-pyrazolo[5,1-b][1,3]oxazin-3-yl)pyrazolo[5,1-b]thiazole-7-carboxamide C12N(CC(CC1)CC2)CCNC(=O)C=2C=C(C(=NC2)C)NC(=O)C=2C=NN1C2SC(=C1)C=1C=NN2C1OCCC2